FC1=C(C=CC(=C1)F)S(=O)(=O)NC=1C(=NC=C(C1)C=1C=C2C(=NC=NC2=CC1)N1[C@H](CN(CC1)C(C(=C)F)=O)C)OC (S)-2,4-difluoro-N-(5-(4-(4-(2-fluoroacryloyl)-2-methylpiperazin-1-yl)quinazolin-6-yl)-2-methoxypyridin-3-yl)benzenesulfonamide